1-[3-[(R)-ethylsulfinyl]-4-[3-methyl-6-(trifluoromethyl)imidazo[4,5-c]pyridin-2-yl]phenyl]cyclopropanecarbonitrile C(C)[S@@](=O)C=1C=C(C=CC1C1=NC2=C(C=NC(=C2)C(F)(F)F)N1C)C1(CC1)C#N